7-octylphenyl ether CCCCCCC(C)OC1=CC=CC=C1